N,N'-bis(2,4,6-triethylphenyl)thiourea C(C)C1=C(C(=CC(=C1)CC)CC)NC(=S)NC1=C(C=C(C=C1CC)CC)CC